N1(CCOCC1)CC1=CC=C(C=C1)N 4-Morpholin-4-ylmethyl-phenylamine